(3S,4R)-3-fluoro-4-((2-(3-((2-methoxy-4-(methylcarbamoyl)phenyl)amino)prop-1-yn-1-yl)-3-(2,2,2-trifluoroethyl)indolizin-8-yl)amino)piperidine-1-carboxylic acid tert-butyl ester C(C)(C)(C)OC(=O)N1C[C@@H]([C@@H](CC1)NC1=CC=CN2C(=C(C=C12)C#CCNC1=C(C=C(C=C1)C(NC)=O)OC)CC(F)(F)F)F